NCC12C(C(C(CC1)(C2(C)C)C)=O)=CC2=CC=CC=C2 aminomethyl-benzylidenecamphor